FC1=CC=C(C=C1)C1CN(CC1)C1=NC=CC(=N1)C1=NC=CC(=N1)C#CC=1C=C2C=NNC2=CC1 5-((2'-(3-(4-Fluorophenyl)pyrrolidin-1-yl)-[2,4'-bipyrimidin]-4-yl)ethynyl)-1H-indazole